S1C(=CC=C1)[SiH3] Z-thienyl-silane